C(C=C)(=O)OCCOCCOCC (2-ethoxyethoxy)-ethyl acrylate